(S)-5-(2-Amino-3-oxo-3-(2,2,2-trifluoroethoxy)propyl)-2-hydroxybenzoic acid hydrochloride Cl.N[C@@H](CC=1C=CC(=C(C(=O)O)C1)O)C(OCC(F)(F)F)=O